1,5,9-triazacyclododecaneN N1=CCCNCCCNCCC1